CN(CCCN1C=C(C2=CC=CC=C12)C=1C(NC(C1C1=CNC2=CC=CC=C12)=O)=O)C 3-(1-(3-(dimethylamino)propyl)-1H-indol-3-yl)-4-(1H-indol-3-yl)-1H-pyrrole-2,5-dione